(2-(5,7-difluoro-2-(4-fluorophenyl)-1H-indol-3-yl)ethyl)propane-1-sulfonamide FC=1C=C2C(=C(NC2=C(C1)F)C1=CC=C(C=C1)F)CCC(CC)S(=O)(=O)N